ethyl 5-(2-fluoro-5-hydroxyphenyl)nicotinate FC1=C(C=C(C=C1)O)C=1C=NC=C(C(=O)OCC)C1